(4-amino-7-fluoroimidazo[1,5-a]quinoxalin-8-yl)((2S,4aS,9aR)-2-methyl-7-(1-(trifluoromethyl)-1H-pyrazol-4-yl)-2,3,9,9a-tetrahydroindeno[2,1-b][1,4]oxazin-4(4aH)-yl)methanone NC=1C=2N(C3=CC(=C(C=C3N1)F)C(=O)N1[C@@H]3[C@H](O[C@H](C1)C)CC=1C=C(C=CC13)C=1C=NN(C1)C(F)(F)F)C=NC2